3-Phenyl-3H-2,1-benzoxathiole 1,1-dioxide C1(=CC=CC=C1)C1OS(C2=C1C=CC=C2)(=O)=O